CC1=CC=CC=C1O The molecule is a cresol that is phenol substituted by a methyl group at position 2. It is a minor urinary metabolite of toluene. It has a role as a human xenobiotic metabolite.